N(N)=C1C=2N=CN(C2NC=N1)[C@@H]1O[C@@H]([C@H]([C@H]1O)O)[C@@H](C#CC(F)(F)F)O (2R,3R,4S,5R)-2-(6-hydrazineylidene-3,6-dihydro-9H-purin-9-yl)-5-((R)-4,4,4-trifluoro-1-hydroxybut-2-yn-1-yl)tetrahydrofuran-3,4-diol